CC1CN(C2=CC(=CC=C12)N1CCCC1)C(CCCCCC(=O)O)=O 7-(3-methyl-6-(pyrrolidin-1-yl)indolin-1-yl)-7-oxoheptanoic acid